1,3-dichlorodimethylhydantoin ClN1C(=O)N(C(=O)C1(C)C)Cl